OC1=C(C(=O)OCC[Si](C)(C)C)C(=C(C(=C1C(F)(F)F)O)C)C 2-(trimethylsilyl)ethyl 2,4-dihydroxy-5,6-dimethyl-3-(trifluoromethyl)benzoate